4-(2-(N-(2-chloro-4-fluorobenzyl)-(2,3,4,5,6-pentafluorophenyl)sulfonamido)-N-(3-cyclopropyl-5-(pyrrolidin-1-yl)benzyl)acetamido)-3-(dimethylamino)benzoic acid ClC1=C(CN(S(=O)(=O)C2=C(C(=C(C(=C2F)F)F)F)F)CC(=O)N(CC2=CC(=CC(=C2)N2CCCC2)C2CC2)C2=C(C=C(C(=O)O)C=C2)N(C)C)C=CC(=C1)F